lithium 4-((1-methylpiperidin-4-yl)amino)-6-oxo-1-(1-(trifluoromethyl)cyclopropyl)-1,6-dihydropyridine-3-carboxylate CN1CCC(CC1)NC=1C(=CN(C(C1)=O)C1(CC1)C(F)(F)F)C(=O)[O-].[Li+]